5-(3-((3-chloro-4-methoxyphenyl)ethynyl)-2-fluoro-6-hydroxyphenyl)-1,2,5-thiadiazolidin-3-one 1,1-dioxide ClC=1C=C(C=CC1OC)C#CC=1C(=C(C(=CC1)O)N1CC(NS1(=O)=O)=O)F